FC=1C=C(C=C(C1)OCC(F)(F)F)B1OC(C(O1)(C)C)(C)C 2-(3-fluoro-5-(2,2,2-trifluoroethoxy)phenyl)-4,4,5,5-tetramethyl-1,3,2-dioxaborolane